5-(2-(((2R,3R)-1-amino-3-hydroxy-1-oxobutan-2-yl)amino)-2-oxoacetyl)-N-(4-fluoro-3-methylphenyl)-1,2,4-trimethyl-1H-pyrrole-3-carboxamide NC([C@@H]([C@@H](C)O)NC(C(=O)C1=C(C(=C(N1C)C)C(=O)NC1=CC(=C(C=C1)F)C)C)=O)=O